ClC=1C2=CN(N=C2C(=C(C1)C1=CC=C(C=C1)N(C)CCN1CCC(CC1)O)Cl)C(C(=O)NC=1SC=CN1)C1=C2N(C=N1)C[C@@H](C2)F 2-(4,7-Dichloro-6-(4-((2-(4-hydroxypiperidin-1-yl)ethyl)(methyl)amino)phenyl)-2H-indazol-2-yl)-2-((R)-6-fluoro-6,7-dihydro-5H-pyrrolo[1,2-c]imidazol-1-yl)-N-(thiazol-2-yl)acetamide